O=C(COC=1C=C(CN2CCCC23CCN(CC3)C(=O)OC(C(F)(F)F)C(F)(F)F)C=C(C1)C(F)(F)F)N1CCCC1 1,1,1,3,3,3-hexafluoropropan-2-yl 1-(3-(2-oxo-2-(pyrrolidin-1-yl) ethoxy)-5-(trifluoromethyl) benzyl)-1,8-diazaspiro[4.5]decane-8-carboxylate